(1R,3S,5R)-2-(2-(3-acetyl-7-methyl-5-(2-methylpyrimidin-5-yl)-1H-indazol-1-yl)acetyl)-5-methyl-N-(5-phenylpentyl)-2-azabicyclo[3.1.0]hexane-3-carboxamide C(C)(=O)C1=NN(C2=C(C=C(C=C12)C=1C=NC(=NC1)C)C)CC(=O)N1[C@@H]2C[C@@]2(C[C@H]1C(=O)NCCCCCC1=CC=CC=C1)C